4-Methoxy-5-(1-methyl-1H-benzo[d][1,2,3]triazol-6-yl)-N-(2-oxaspiro[3.5]nonan-7-yl)pyrrolo[2,1-f][1,2,4]triazin-2-amine COC1=NC(=NN2C1=C(C=C2)C=2C=CC1=C(N(N=N1)C)C2)NC2CCC1(COC1)CC2